CC1=C(C=CC=C1NC=1N=CC=C2C=C(C=NC12)CN1C(CCCC1)CC(=O)O)C1=CC(=CC=C1)OCCCN1CCOCC1 1-((8-((2-methyl-3'-(3-morpholinopropoxy)-[1,1'-biphenyl]-3-yl)amino)-1,7-naphthyridin-3-yl)methyl)piperidine-2-acetic acid